4'-(((4-(ethylcarbamoyl)pyridin-2,6-diyl)bis(1H-1,2,3-triazole-4,1-diyl))bis(4,1-phenylene))dibutanoic acid C(C)NC(=O)C1=CC(=NC(=C1)C=1N=NN(C1)C1=CC=C(C=C1)CCCC(=O)O)C=1N=NN(C1)C1=CC=C(C=C1)CCCC(=O)O